C(CCCCCCC)(=O)C(C(C(O)C(CCCCCCC)=O)(C)C)O dicaprylyl-neopentyl glycol